C1=CC=CC=2C3=CC=CC=C3C(C12)COC(=O)NCCOCCOCCC(=O)NCCCC(=O)[O-] 4-(3-{2-[2-({[(9H-fluoren-9-yl)methoxy]carbonyl}amino)ethoxy]ethoxy}propanamido)butanoate